(E)-N-(4-(1-(6-(4-((2-(2,6-dioxopiperidin-3-yl)-1-oxoisoindolin-4-yl)glycyl)piperazin-1-yl)pyridazine-3-carbonyl)piperidin-4-yl)butyl)-3-(pyridin-3-yl)acrylamide O=C1NC(CCC1N1C(C2=CC=CC(=C2C1)NCC(=O)N1CCN(CC1)C1=CC=C(N=N1)C(=O)N1CCC(CC1)CCCCNC(\C=C\C=1C=NC=CC1)=O)=O)=O